C(#N)C1=CC=C(C=C1)NC=1N=C(C2=C(CCN(CC2)C(C(=O)OC)=O)N1)OC1=C(C=C(C=C1C)C=O)C Methyl 2-{2-[(4-cyanophenyl)amino]-4-(4-formyl-2,6-dimethylphenoxy)-5H,6H,7H,8H,9H-pyrimido[4,5-d]azepine-7-yl}-2-oxoacetate